The molecule is an epoxy steroid that is 3beta-hydroxypregnenolone 3-beta-D-glucoside in which the hydrogens at the 16alpha and 17alpha positions have been replaced by the oxygen of the epoxide ring. It is a sterol 3-beta-D-glucoside, a monosaccharide derivative, an epoxy steroid, a 20-oxo steroid and a methyl ketone. It derives from a 3beta-hydroxy-16alpha,17alpha-epoxypregnenolone. CC(=O)[C@]12[C@H](O1)C[C@@H]3[C@@]2(CC[C@H]4[C@H]3CC=C5[C@@]4(CC[C@@H](C5)O[C@H]6[C@@H]([C@H]([C@@H]([C@H](O6)CO)O)O)O)C)C